N-(1-((5-cyanopyridin-2-yl)methyl)-1H-pyrazol-3-yl-5-d)-2-(4-(1-(trifluoromethyl)cyclopropyl)phenyl)acetamide C(#N)C=1C=CC(=NC1)CN1N=C(C=C1[2H])NC(CC1=CC=C(C=C1)C1(CC1)C(F)(F)F)=O